1-[(2,2-Dimethylpropanoyl)oxy]-2-methylpropyl (3R)-3-{[5-(2-chloro-5-cyanophenyl)-1H-indazol-3-yl]carbamoyl}-piperidine-1-carboxylate ClC1=C(C=C(C=C1)C#N)C=1C=C2C(=NNC2=CC1)NC(=O)[C@H]1CN(CCC1)C(=O)OC(C(C)C)OC(C(C)(C)C)=O